C(CC(C)C)N1C=C(C=CC1=O)C=1C=NC=C(C1)C=1C=C2CC(N(C2=CC1)C)=O 5-(1'-isopentyl-6'-oxo-1',6'-dihydro-[3,3'-bipyridin]-5-yl)-1-methylindolin-2-one